NC(CN1CC2=CC(=CC=C2[C@H](C1)C)C(=O)NC=1C=NC=C(C1)OC(F)F)=O (4R)-2-(2-amino-2-oxo-ethyl)-N-[5-(difluoromethoxy)-3-pyridyl]-4-methyl-3,4-dihydro-1H-isoquinoline-7-carboxamide